CC1=CC=CC2=C1N=CS2 4-methylbenzo[d]thiazole